(1R,5S)-2-oxo-4-azabicyclo[3.2.1]octan-3-one O=C1[C@@H]2CC[C@H](NC1=O)C2